ClC1=CC=C(/C=C/C2=C(C=CC=C2)CC#N)C=C1 (E)-2-(2-(4-chlorostyryl)phenyl)acetonitrile